CN[C@H]([C@@H](NC)C1=CC=CC=C1)C1=CC=CC=C1 (1S,2S)-N,N'-dimethyl-1,2-diphenyl-1,2-ethylenediamine